C(C)(=O)N1[C@H](CN(C2=CC(=CC=C12)Cl)C(=O)OC(C)(C)C)C1CC1 tert-butyl (3S)-4-acetyl-7-chloro-3-cyclopropyl-2,3-dihydroquinoxaline-1-carboxylate